FC1=C(C(=CC(=C1)OC)F)C1=C(C(N(N1C)C1=NC=CC(=C1)C)=O)NC(C1=CC=C(C=C1)OC(F)(F)F)=O N-[5-(2,6-difluoro-4-methoxyphenyl)-1-methyl-2-(4-methylpyridin-2-yl)-3-oxo-2,3-dihydro-1H-pyrazol-4-yl]-4-(trifluoromethoxy)benzamide